BrC1=CC2=C3C(=CC(=C4C5=CC=CC6=C(C=CC(C1=C34)=C56)Br)Br)C(N(C2=O)C2CCCCC2)=O 1,6,10-tribromo-N-(cyclohexyl)perylene-3,4-dicarboximide